7-Chloro-5-(4,4-difluoropiperidin-1-yl)imidazo[1,2-c]pyrimidine ClC1=CC=2N(C(=N1)N1CCC(CC1)(F)F)C=CN2